O=C1N(C(CCC1C1=C(C=C(C=C1F)N1C[C@@H](CC1=O)NC(OC(C)(C)C)=O)F)=O)COCC[Si](C)(C)C tert-butyl ((3R)-1-(4-(2,6-dioxo-1-((2-(trimethylsilyl)ethoxy)methyl)piperidin-3-yl)-3,5-difluorophenyl)-5-oxopyrrolidin-3-yl)carbamate